BrC1C(C1)CCl 1-bromo-2-(chloromethyl)cyclopropane